F[C@@]1([C@@H](C1)C(=O)OC)COC1=CC(=CC(=C1)[N+](=O)[O-])OC cis-methyl 2-fluoro-2-((3-methoxy-5-nitrophenoxy)methyl)cyclopropanecarboxylate